ClC1=C(N=C(NC1=O)C1=CC=NC=C1)N1[C@H](CNCC1)C(C)C 5-chloro-2-(4-pyridinyl)-4-[(2S)-2-isopropylpiperazin-1-yl]-1H-pyrimidin-6-one